C(CCC)N(C([S-])=S)CCCC.[Zn+2].C(CCC)N(C([S-])=S)CCCC zinc di-n-butyldithiocarbamate